CNC1=NC=CC=C1 (E)-N-methylpyridin-2-amine